S1C=NC2=C1C=CC(=C2)[C@@H]2N[C@@H](COC2)C (3S,5R)-3-(Benzo[d]thiazol-5-yl)-5-methylmorpholine